COC1=C(C=CC=C1)C(C)N1N=CC(=C1)C=1C=CCN(C1)C 5-(1-(1-(2-methoxyphenyl)ethyl)-1H-pyrazol-4-yl)-1-methylpyridin